1-((R)-1-(1-methyl-1H-pyrazol-4-yl)ethyl)-4-oxo-6-((1R,2R)-2-(pyrimidin-2-yl)cyclobutyl)-4,5-dihydro-1H-pyrazolo[3,4-d]pyrimidine-3-carbonitrile CN1N=CC(=C1)[C@@H](C)N1N=C(C2=C1N=C(NC2=O)[C@H]2[C@@H](CC2)C2=NC=CC=N2)C#N